ClC=1C=C(NC2(CCC3(C(=CC4=CC=CC=C34)CC=O)CC2)C(=O)O)C=CC1 (1r,4r)-4-(3-Chloroanilino)-2'-(2-oxoethyl)spiro[cyclohexane-1,1'-indene]-4-carboxylic acid